N-(8-fluoro-2-methyl-imidazo[1,2-a]pyridin-6-yl)-8-[[(3S)-3-piperidyl]amino]quinoxaline-5-carboxamide FC=1C=2N(C=C(C1)NC(=O)C=1C=3N=CC=NC3C(=CC1)N[C@@H]1CNCCC1)C=C(N2)C